CN(C1(CCC1)C(=O)O)C 1-(dimethylamino)cyclobutanecarboxylic acid